N-(6-bromo-3-(2-chloro-5-fluorophenyl)-1-oxoisoindolin-4-yl)-3-fluoro-5-(trifluoromethyl)benzamide BrC1=CC(=C2C(NC(C2=C1)=O)C1=C(C=CC(=C1)F)Cl)NC(C1=CC(=CC(=C1)C(F)(F)F)F)=O